2,7-dideoxy-2-(3,4-dihydro-2,4-dioxo-1(2H)-pyrimidinyl)-α-L-talo-2-Heptulofuranosononitrile O=C1N(C=CC(N1)=O)[C@@]1(C#N)[C@H](O)[C@H](O)[C@H](O1)[C@@H](O)C